tungsten-iron-cobalt [Co].[Fe].[W]